NC1=C2C(=NC=N1)N(N=C2C2=CC=C(C=C2)OC2=CC=CC=C2)[C@H]2CN(CCC2)C(C(=C)COC2=C(C=C(C=C2OC)C(=O)C2=CNC1=CC(=CC=C21)OC)OC)=O 1-[(3R)-3-[4-amino-3-(4-phenoxyphenyl)pyrazolo[3,4-d]pyrimidin-1-yl]-1-piperidyl]-2-[[2,6-dimethoxy-4-(6-methoxy-1H-indole-3-carbonyl)phenoxy]methyl]prop-2-en-1-one